C1(=CC=CC=C1)[P+](CCCC)(CCCC)CCCC.C(=O)([O-])C=1C=C(C=C(C1)C(=O)[O-])S(=O)(=O)[O-].C1(=CC=CC=C1)[P+](CCCC)(CCCC)CCCC.C1(=CC=CC=C1)[P+](CCCC)(CCCC)CCCC 3,5-dicarboxybenzenesulfonic acid, phenyl-tributyl-phosphonium salt